(R)-N-(3,5-difluorobenzyl)-5-(2-(3,5-difluorophenyl)pyrrolidin-1-yl)-3H-imidazo[4,5-b]pyridine-3-carboxamide FC=1C=C(CNC(=O)N2C=NC=3C2=NC(=CC3)N3[C@H](CCC3)C3=CC(=CC(=C3)F)F)C=C(C1)F